FC1=C(C=C2N=CC=NC2=C1)CNC=1C=NC=CC1N1CCNCC1 N-((7-fluoroquinoxalin-6-yl)methyl)-4-(piperazin-1-yl)pyridin-3-amine